OC1=C(C=CC(=C1)C(F)(F)F)C1=NN=C(C2=CC=CC=C12)N[C@@H]1C[C@@H](CNC1)O (3S,5R)-5-({4-[2-hydroxy-4-(trifluoromethyl)phenyl]phthalazin-1-yl}amino)piperidin-3-ol